2-[4-(methylsulfonyl)phenyl]-N-[1-oxo-4-(trifluoromethyl)phthalazin-2(1H)-yl]acetamide CS(=O)(=O)C1=CC=C(C=C1)CC(=O)NN1C(C2=CC=CC=C2C(=N1)C(F)(F)F)=O